4-bromo-2-[(2-methylpyrazol-3-yl)methoxy]-1,3-benzothiazole BrC1=CC=CC2=C1N=C(S2)OCC=2N(N=CC2)C